C(C)(=O)NC1=C(C(=O)OCC)C=C(C=C1)O ethyl 2-acetamido-5-hydroxybenzoate